1-(5-(5-chloro-2-methoxypyridin-4-yl)-1H-pyrazole-3-carbonyl)-N-(1-(trifluoromethyl)cyclopentyl)piperidine-4-carboxamide ClC=1C(=CC(=NC1)OC)C1=CC(=NN1)C(=O)N1CCC(CC1)C(=O)NC1(CCCC1)C(F)(F)F